O=C1NC(CCC1N1C(C2=CC=C(C=C2C1)NC(CC1CCN(CC1)C1=NC=C(C=C1CO)C=1C=CC=C2C=CC=NC12)=O)=O)=O N-(2-(2,6-dioxopiperidin-3-yl)-1-oxoisoindolin-5-yl)-2-(1-(3-(Hydroxymethyl)-5-(quinolin-8-yl)pyridin-2-yl)piperidin-4-yl)acetamide